octadecyl 3-(3',5'-di-tert.butyl-4-hydroxy-phenyl)propionate C(C)(C)(C)C=1C=C(C=C(C1O)C(C)(C)C)CCC(=O)OCCCCCCCCCCCCCCCCCC